t-butylbis(dimethylamino)antimony C(C)(C)(C)[Sb](N(C)C)N(C)C